5-{2-(trifluoromethyl)phenyl}-1H-pyrazole-3-carboxamide FC(C1=C(C=CC=C1)C1=CC(=NN1)C(=O)N)(F)F